3-(3-methyl-4-((7-methyl-8-oxo-9-(tetrahydro-2H-pyran-4-yl)-8,9-dihydro-7H-purin-2-yl)amino)phenyl)-1,2,4-oxadiazol-5(2H)-one CC=1C=C(C=CC1NC1=NC=C2N(C(N(C2=N1)C1CCOCC1)=O)C)C=1NOC(N1)=O